4-(bicyclo[1.1.1]pentane-3-carbonyl)-3,5-dihydro-2H-pyrido[3,4-f][1,4]oxazepine-9-carbonitrile C12CC(C1)(C2)C(=O)N2CCOC1=C(C2)C=NC=C1C#N